ClC1=C(N=C(NC1=O)C1=CC=NC=C1)N1CC(OCC1)CCO 5-chloro-4-[2-(2-hydroxyethyl)morpholin-4-yl]-2-(4-pyridinyl)-1H-pyrimidin-6-one